bis(2,6-di-tert-butyl-4-tolyl)pentaerythritol diphosphite OP(O)OP(O)O.C(C)(C)(C)C1=C(C(=CC(=C1)C(O)(C(CO)(CO)CO)C1=CC(=C(C(=C1)C(C)(C)C)C)C(C)(C)C)C(C)(C)C)C